The molecule is an organic potassium salt that is the dipotassium salt of 2,3,4,5-tetrachloro-6-(2,4,5,7-tetraiodo-6-hydroxy-3-oxoxanthen-9-yl)benzoic acid. It has a role as a fluorochrome and a histological dye. It is a xanthene dye and an organic potassium salt. It contains a rose bengal(2-). It derives from a fluorescin. C1=C2C(=C3C=C(C(=O)C(=C3OC2=C(C(=C1I)[O-])I)I)I)C4=C(C(=C(C(=C4Cl)Cl)Cl)Cl)C(=O)[O-].[K+].[K+]